2,3-dibromo-1,5-bis(trimethylsiloxy)pent-2-ene BrC(CO[Si](C)(C)C)=C(CCO[Si](C)(C)C)Br